3,5-diphenyl-1-[3-(triethoxysilyl)propyl]-1,2,4-triazole C1(=CC=CC=C1)C1=NN(C(=N1)C1=CC=CC=C1)CCC[Si](OCC)(OCC)OCC